(2R,3S,4R,5R)-5-cyano-2-((2-cyclopentylacetoxy)methyl)-5-(4-(2-ethylbutanamido)pyrrolo[2,1-f][1,2,4]triazin-7-yl)-4-hydroxytetrahydrofuran-3-yl (S)-2-amino-3,3-dimethylbutanoate N[C@H](C(=O)O[C@@H]1[C@H](O[C@]([C@@H]1O)(C1=CC=C2C(=NC=NN21)NC(C(CC)CC)=O)C#N)COC(CC2CCCC2)=O)C(C)(C)C